N[C@H](C=1N=C2N(N=CC(=N2)C2N(CCOC2)C(=O)OC(C)(C)C)C1)C1CCC(CC1)C(F)(F)F tert-Butyl 3-(6-{(S)-amino[4-(trifluoromethyl)cyclohexyl]methyl}imidazo[1,2-b][1,2,4]-triazin-3-yl)morpholine-4-carboxylate